N-Methyl-N-(pyrimidin-2-yl)acetamide CN(C(C)=O)C1=NC=CC=N1